tert-butyl (2-(5-fluoroisoindoline-2-carboxamido)-1-(thiophen-3-yl)ethyl)(methyl)carbamate FC=1C=C2CN(CC2=CC1)C(=O)NCC(C1=CSC=C1)N(C(OC(C)(C)C)=O)C